3-(benzyloxy)-1-methyl-4-oxo-1,4-dihydropyridine-2-carboxylic acid C(C1=CC=CC=C1)OC1=C(N(C=CC1=O)C)C(=O)O